NSN aminosulfide